C(C)[C@]12OC[C@@](CC1)(C2)C(=O)NC2=CC=C(C=C2)[C@@H](C)N2C(=NC=C2)C (1S,4R)-1-ethyl-N-(4-((R)-1-(2-methyl-1H-imidazol-1-yl)ethyl)phenyl)-2-oxabicyclo[2.2.1]heptane-4-carboxamide